OC1CCN2C1=NNC2=O 7-hydroxy-2,5,6,7-tetrahydro-3H-pyrrolo[2,1-c][1,2,4]triazol-3-one